1-{5-[4-(6-chloro-3-quinolylamino)-2-pyrimidinylamino]-1-indolinyl}-2-(dimethylamino)-1-ethanone ClC=1C=C2C=C(C=NC2=CC1)NC1=NC(=NC=C1)NC=1C=C2CCN(C2=CC1)C(CN(C)C)=O